3-(2,2-diphenylacetamido)-1,1-dimethylpiperidin-1-ium C1(=CC=CC=C1)C(C(=O)NC1C[N+](CCC1)(C)C)C1=CC=CC=C1